N1N=C(C=C1)CC=1SC2=C(N(C=3C(N(N=CC32)CC3=CN=C(O3)N)=O)C)N1 2-((1H-pyrazol-3-yl)methyl)-6-((2-aminooxazol-5-yl)methyl)-4-methyl-4H-thiazolo[5',4':4,5]pyrrolo[2,3-d]pyridazin-5(6H)-one